C(C)(C)(C)OC(=O)N1CC2(C1)CC(C2)C(=O)N2CCN(CC2)C2=NC=C(C=N2)C(F)(F)F 6-(4-(5-(trifluoromethyl)pyrimidin-2-yl)piperazine-1-carbonyl)-2-azaspiro[3.3]heptane-2-carboxylic acid tert-butyl ester